(E)-2-fluoro-1-(3-fluorostyryl)-4-nitrobenzene FC1=C(C=CC(=C1)[N+](=O)[O-])\C=C\C1=CC(=CC=C1)F